CC1=NC(=CC(=N1)N1CC2(CC1)CN(CC2)C2=NC=C1C(=N2)N(N=C1)C1COC1)C(F)(F)F 2-[2-methyl-6-(trifluoromethyl)pyrimidin-4-yl]-7-[1-(oxetan-3-yl)-1H-pyrazolo[3,4-d]pyrimidin-6-yl]-2,7-diazaspiro[4.4]nonane